1-(4-(6-(2-(5-(3,3-difluorocyclobutoxy)pyridin-3-yl)acetamido)pyridazin-3-yl)butyl)-N-(pyridin-2-ylmethyl)-1H-1,2,3-triazole-4-carboxamide FC1(CC(C1)OC=1C=C(C=NC1)CC(=O)NC1=CC=C(N=N1)CCCCN1N=NC(=C1)C(=O)NCC1=NC=CC=C1)F